2,4,6,8,10-pentamethyl-2,4,6,8,10-pentaphenyl-cyclopentasiloxane aluminium-nickel-germanium [Ge].[Ni].[Al].C[Si]1(O[Si](O[Si](O[Si](O[Si](O1)(C1=CC=CC=C1)C)(C1=CC=CC=C1)C)(C1=CC=CC=C1)C)(C1=CC=CC=C1)C)C1=CC=CC=C1